N,N'-Bis(3-(ethylamino)propyl)-1,7-heptanediamine CCNCCCNCCCCCCCNCCCNCC